3-bromo-1-(3,5-dimethylphenyl)-1H-pyrazole BrC1=NN(C=C1)C1=CC(=CC(=C1)C)C